CC(CO)(C)N1CCN(CC1)C 2-methyl-2-(4-methylpiperazin-1-yl)propanol